O1[C@H](COC2=C1C=CC=C2)C2=CC=C(CN1CCCC1)C=C2 1-{4-[(2S)-2,3-dihydro-1,4-benzodioxin-2-yl]benzyl}pyrrolidine